NC=1N=C(SC1C(=O)C=1C=NC(=CC1)OC(F)F)N(C1=CC(=C(C=C1)F)F)C(C(=O)N)C (N-[4-Amino-5-[6-(difluoromethoxy)pyridin-3-carbonyl]thiazol-2-yl]-3,4-difluoroanilino)propanamid